FC1=C(C(=CC=C1)C)N1CCC(CC1)N1C(N(C=2C(C1)=CN(N2)CC2(CC2)C)CC2=C(C=CC=C2)C(F)(F)F)=O 5-[1-(2-fluoro-6-methyl-phenyl)-piperidin-4-yl]-2-(1-methyl-cyclopropylmethyl)-7-(2-trifluoromethyl-benzyl)-2,4,5,7-tetrahydro-pyrazolo[3,4-d]pyrimidin-6-one